4-[2-(5-fluoro-2-pyridinyl)-5,6-dihydro-4H-pyrrolo[1,2-b]pyrazol-3-yl]-1H-pyrazolo[3,4-b]pyridine FC=1C=CC(=NC1)C=1C(=C2N(N1)CCC2)C2=C1C(=NC=C2)NN=C1